1-[4-(2,3-Dimethylphenyl)piperazin-1-yl]-2-{3-[3-(hydroxymethyl)piperidin-1-carbonyl]-5,6-dihydrocyclopenta[c]pyrazol-1(4H)-yl}ethan-1-on CC1=C(C=CC=C1C)N1CCN(CC1)C(CN1N=C(C2=C1CCC2)C(=O)N2CC(CCC2)CO)=O